BrC=1C=C(C=C2NC(C(=NC12)C)=O)CN1CCN(CC1)C1=NC=C(C#N)C=C1 6-(4-((8-bromo-2-methyl-3-oxo-3,4-dihydroquinoxalin-6-yl)methyl)piperazin-1-yl)nicotinonitrile